FC1(CC(C1)N1N=CC(=C1)I)F (3,3-difluorocyclobutyl)-4-iodo-1H-pyrazole